10-phenyl-10H,10'H-9,9'-spirobi[acridine] C1(=CC=CC=C1)N1C=2C=CC=CC2C2(C3=CC=CC=C13)C1=CC=CC=C1NC=1C=CC=CC12